ClC=1C(=NC(=NC1)NC1=C(C=C(C=C1)N1CCNCC1)OC)NC1=C(C=CC=C1)N(S(=O)(=O)C)C N-(2-((5-chloro-2-((2-methoxy-4-(piperazin-1-yl)phenyl)amino)pyrimidin-4-yl)Amino)phenyl)-N-methyl-methanesulfonamide